COC1=CC(=CC=C1)\C=C\CS(=O)(=O)C1=CC=C(C)C=C1 (E)-1-methoxy-3-(3-tosylprop-1-en-1-yl)benzene